8-(2-Fluoro-4-methylphenyl)-9-(4-((1-(3-fluoropropyl)azetidin-3-yl)methyl)phenyl)-6,7-dihydro-5H-benzo[7]annulen FC1=C(C=CC(=C1)C)C=1CCCC2=C(C1C1=CC=C(C=C1)CC1CN(C1)CCCF)C=CC=C2